pentaerythritol dioleate oleate C(CCCCCCC\C=C/CCCCCCCC)(=O)OCC(COC(CCCCCCC\C=C/CCCCCCCC)=O)(COC(CCCCCCC\C=C/CCCCCCCC)=O)CO